3-(3-Methyl-2-oxo-5-[3-[2-(prop-2-yn-1-yloxy)ethoxy]prop-1-yn-1-yl]-1,3-benzodiazol-1-yl)piperidine-2,6-dione CN1C(N(C2=C1C=C(C=C2)C#CCOCCOCC#C)C2C(NC(CC2)=O)=O)=O